O[C@H]1[C@@H](CCCC1)NC=1C(N(C(=NN1)C1=C(C2=CC=CC=C2C=C1)O)C)=O 6-(((1R,2R)-2-hydroxycyclohexyl)amino)-3-(1-hydroxynaphthalen-2-yl)-4-methyl-1,2,4-triazin-5(4H)-one